C(CCCCCCCCC)N 1-decylamine